N1=C(C=CC=C1)NNC(=O)C1[C@H]2CN(C[C@@H]12)C(=O)O (1R,5S,6r)-6-{[2-(2-pyridinyl)hydrazino]Carbonyl}-3-azabicyclo[3.1.0]Hexane-3-carboxylic acid